F[C@@H]1[C@@]2(CCC[C@](C[C@H]1OC=1N=CC(=NC1)C=1C(=CC(=NC1)N1C=NC=C1)O)(N2)C)C 5-(5-(((1S,2R,3R,5R)-2-fluoro-1,5-dimethyl-9-azabicyclo[3.3.1]nonan-3-yl)oxy)pyrazin-2-yl)-2-(1H-imidazol-1-yl)pyridin-4-ol